Ethyl (1S,4s)-4-(2-fluoro-5-(((1S,2R,3S,4R)-3-(isopropylcarbamoyl)bicyclo[2.2.1]heptan-2-yl)carbamoyl)-4-methoxyphenoxy)cyclohexane-1-carboxylate FC1=C(OC2CCC(CC2)C(=O)OCC)C=C(C(=C1)OC)C(N[C@@H]1[C@H]2CC[C@@H]([C@@H]1C(NC(C)C)=O)C2)=O